(benzo[d]thiazole-2-yl)-1,4-phenylene bis(4-bromobutyrate) BrCCCC(=O)OC1=C(C=C(C=C1)OC(CCCBr)=O)C=1SC2=C(N1)C=CC=C2